ClC1=NC(=NC(=C1C=CC(=O)[O-])NC)C 3-(4-chloro-2-methyl-6-(methylamino)pyrimidin-5-yl)acrylate